chloro-2-(3-chloropropyl)benzothiazole ClC1=CC=CC2=C1N=C(S2)CCCCl